OC1=C(C=C(C=C1)/C=C/C(=O)C1=CC=C(C=C1)[Si](C)(C)C)OC (E)-3-(4-Hydroxy-3-methoxyphenyl)-1-(4-trimethylsilylphenyl)prop-2-en-1-one